6'-{3-[(1-methyl-1H-pyrazole-5-sulfonyl)amino]propoxy}-2',3'-dihydrospiro[cyclohexane-1,1'-indene]-4-carboxylic acid methyl ester COC(=O)C1CCC2(CCC3=CC=C(C=C23)OCCCNS(=O)(=O)C2=CC=NN2C)CC1